ClC1=CC=C(C(=O)N2CCN(CC2)C2=C(C=CC=C2)NC(C2=C(C=CC=C2)OC)=O)C=C1 N-(2-(4-(4-chlorobenzoyl)piperazin-1-yl)phenyl)-2-methoxybenzamide